S1C=NC2=C1C=CC(=C2)NC(=O)[C@H]2[C@@H](CN(CC2)S(=O)(=O)C=2C=CC1=C(CCO1)C2)F |r| trans-(rac)-N-(1,3-benzothiazol-5-yl)-1-(2,3-dihydrobenzofuran-5-ylsulfonyl)-3-fluoro-piperidine-4-carboxamide